C(C)(=O)OCC(CF)OC1=C(C=C(C(=C1)F)Cl)C(CC)(F)F 2-(4-chloro-2-(1,1-difluoropropyl)-5-fluorophenoxy)-3-fluoropropyl acetate